ClC=1N=C2N(C=CC(=C2)OC(C)C)C1 chloro-7-isopropoxyimidazo[1,2-a]pyridine